(S)-3-(1H-benzo[d]imidazol-1-yl)-2-(4-methylphenyl-sulphonamido)-N-(4-morpholinophenyl)propanamide N1(C=NC2=C1C=CC=C2)C[C@@H](C(=O)NC2=CC=C(C=C2)N2CCOCC2)NS(=O)(=O)C2=CC=C(C=C2)C